N-butylcarbamic acid dodecyl ester C(CCCCCCCCCCC)OC(NCCCC)=O